C(=O)=C1CC=C(C=C1)C(C)(C)C1=CCC(C=C1)=C=O 2,2-bis-(4-carbonylphenyl)-propane